CC[C@H](C)CC/C=C/C=C(\\C)/[C@H](C/C=C/C=C/C(=O)O[C@H]1[C@@H]([C@H](O[C@]2([C@@H]1O)C3=C(CO2)C=C(C=C3O)O)CO)O[C@H]4[C@@H]([C@H]([C@H]([C@H](O4)COC(=O)/C=C/C=C/C=C/C(CC)O)O)O)O)O The molecule is a papulacandin that is papulacandin A in which the (2E,4E)-deca-2,4-dienoyl chain at the O-(6') position is replaced by a (2E,4E,6E)-8-hydroxydeca-2,4,6-trienoyl chain. It is a carbohydrate-containing antibiotic from the deuteromycetous fungus Papularia sphaerosperma which shows potent antifungal activity against Candida albicans. It has a role as an antifungal agent and a metabolite. It is a papulacandin, a disaccharide derivative and an organic heterotricyclic compound. It derives from an alpha-lactose.